C(C)N(C1=CC=C2C=C(C(OC2=C1)=O)C=O)CC 7-(diethylamino)-3-formylcoumarin